NC1C(C1)CNC(C1=C(C=C(C=C1)NC=1C=2N(C=CN1)C(=CN2)C=2C(=NN(C2)CC#N)C(F)(F)F)CC)=O N-((2-aminocyclopropyl)methyl)-4-((3-(1-(cyanomethyl)-3-(trifluoromethyl)-1H-pyrazol-4-yl)imidazo[1,2-a]pyrazin-8-yl)amino)-2-ethylbenzamide